(4S)-3-[[2-(1,1-Difluoroethyl)-5-[3-(difluoromethyl)-4-fluoro-phenyl]-3-pyridyl]methyl]-4-methyl-oxazolidin-2-one FC(C)(F)C1=NC=C(C=C1CN1C(OC[C@@H]1C)=O)C1=CC(=C(C=C1)F)C(F)F